N1=CC(=C2N1C=CC=C2)C(=O)N2CCC1(CC(NC1=O)=O)CC2 8-(Pyrazolo[1,5-a]pyridine-3-carbonyl)-2,8-diazaspiro[4.5]decane-1,3-dione